C(C1=CC=CC=C1)OC(=O)N1CCC2(C[C@H]2C(=O)O)CC1 (R)-6-((benzyloxy)carbonyl)-6-azaspiro[2.5]octane-1-carboxylic acid